(2R,3S,4S)-4-hydroxy-2-[(4-methoxyphenyl)methyl]pyrrolidin-3-yl N-[3-(2-methylpropoxy)propyl]carbamate CC(COCCCNC(O[C@H]1[C@H](NC[C@@H]1O)CC1=CC=C(C=C1)OC)=O)C